menthanol boron [B].C1(CC(C(CC1)C(C)C)O)C